COC1=C(C=CC(=C1)C1OCCC(C1)=C)O 2-methoxy-4-(4-methylideneoxan-2-yl)phenol